C(\C=C/C(=O)O)(=O)O.C(\C=C/C(=O)O)(=O)O.NCCCN 1,3-Diaminopropane dimaleate